NC1=C2C(=NC=N1)N(N=C2C2=C(C=C(C=C2)OC2=C(C(=CC(=C2F)F)F)F)F)C2CN(CC2)C(C=C)=O 1-[3-[4-amino-3-[2-fluoro-4-(2,3,5,6-tetrafluorophenoxy)phenyl]-1H-pyrazolo[3,4-d]pyrimidin-1-yl]-1-pyrrolidinyl]-2-propen-1-one